NC1=C2C(=NC=N1)N(N=C2C2=CC=C(C=C2)OC2=CC=CC=C2)[C@H]2CN(CCC2)C(/C=C/CN2CCN(CC2)C(CCCCCC[S])=O)=O (7-(4-((E)-4-((R)-3-(4-amino-3-(4-phenoxyphenyl)-1H-pyrazolo[3,4-d]pyrimidin-1-yl)piperidin-1-yl)-4-oxobut-2-en-1-yl)piperazin-1-yl)-7-oxoheptyl)sulfur